CNC1=CC(=NC=C1C=1SC(=NN1)C1CCN(CC1)C(CN1CCNCC1)=O)N1C=CC=C1 1-(4-(methylamino)-5-(5-(1-(2-(piperazin-1-yl)acetyl)piperidin-4-yl)-1,3,4-thiadiazol-2-yl)pyridin-2-yl)-1H-pyrrole